C(CCC#C)=O pent-4-ynal